4-(2-chlorophenyl)-7-(1-methyl-1H-pyrazol-5-yl)-2-(2-(2-propenoyl)-2,6-diazaspiro[3.4]octan-6-yl)-3-quinolinecarbonitrile ClC1=C(C=CC=C1)C1=C(C(=NC2=CC(=CC=C12)C1=CC=NN1C)N1CC2(CN(C2)C(C=C)=O)CC1)C#N